(R)-N-(4-([1,2,4]triazolo[1,5-c]pyrimidin-7-yloxy)-3-methylphenyl)-5-((3,3-difluoro-1-methylpiperidin-4-yl)oxy)-6-(difluoromethoxy)quinazolin-4-amine N=1C=NN2C=NC(=CC21)OC2=C(C=C(C=C2)NC2=NC=NC1=CC=C(C(=C21)O[C@H]2C(CN(CC2)C)(F)F)OC(F)F)C